C(CCCCCCC\C=C/C\C=C/C\C=C/CC)(=O)O (9Z,12Z,15Z)-octadec-9,12,15-trienoic acid